C(C)N([C@H](C(=O)O)CC1=CC=C(C=C1)C)C(=O)OCC1C2=CC=CC=C2C=2C=CC=CC12 (2S)-2-[ethyl(9H-fluoren-9-yl-methoxycarbonyl)amino]-3-(4-methyl-phenyl)propanoic acid